8-phenylamino-1-naphthalenesulfonic Acid C1(=CC=CC=C1)NC=1C=CC=C2C=CC=C(C12)S(=O)(=O)O